arsenic thiocyanide S(C#N)C#N.[As]